C(C)(=O)C1=C(C(=C(N1)CC(=O)O)C(=O)OC)C [5-ACETYL-3-(METHOXYCARBONYL)-4-METHYL-1H-PYRROL-2-YL]ACETIC ACID